COC1=CC=C(C=C1)S(=O)(=O)NC(=O)C1=CC=C(C2=CC=CC=C12)NC(C1=C(C=CC=C1)C)=O N-((4-Methoxyphenyl)sulfonyl)-4-(2-methylbenzamido)-1-naphthamide